1,2-Dioxetandion O1OC(C1=O)=O